ClC=1C=C(C(=NC1)C(=O)N1CC2=CC=CC=C2C[C@H]1CN1CCOCC1)N1C=C(C2=CC=CC=C12)C(=O)OC (S)-methyl 1-(5-chloro-2-(3-(morpholinomethyl)-1,2,3,4-tetrahydroisoquinoline-2-carbonyl) pyridin-3-yl)-1H-indole-3-carboxylate